9-(4-phenoxyphenyl)-3,4,6,7,8,9-hexahydropyrido[2,1-c][1,2,4]thiadiazine 2,2-dioxide O(C1=CC=CC=C1)C1=CC=C(C=C1)C1CCCN2C1=NS(CC2)(=O)=O